3-(4-(((1r,4r)-4-amino-cyclohexyl)(phenethyl)amino)-1-oxoisoindolin-2-yl)piperidine-2,6-dione NC1CCC(CC1)N(C1=C2CN(C(C2=CC=C1)=O)C1C(NC(CC1)=O)=O)CCC1=CC=CC=C1